tert-Butyl (3R,4R)-4-[4-[4-[2-[tert-butyl (dimethyl)silyl]oxy-1-(5-fluoro-2-pyridyl)ethoxy] pyrazolo[1,5-a]pyridin-6-yl]-5-methyl-triazol-1-yl]-3-fluoro-piperidine-1-carboxylate [Si](C)(C)(C(C)(C)C)OCC(OC=1C=2N(C=C(C1)C=1N=NN(C1C)[C@H]1[C@@H](CN(CC1)C(=O)OC(C)(C)C)F)N=CC2)C2=NC=C(C=C2)F